CC1=CC=C(C(=O)OC2CCC(CC2)O)C=C1 (4-Hydroxycyclohexyl) 4-methylbenzoate